[Si](C)(C)(C(C)(C)C)O[C@H]1C[C@H](N(C1=O)C)C(=O)NC1=C(C=CC(=C1)OC1=CC=C(C=C1)C(F)(F)F)OC (2S,4S)-4-((tert-Butyldimethylsilyl)oxy)-N-(2-methoxy-5-(4-(trifluoromethyl)-phenoxy)phenyl)-1-methyl-5-oxopyrrolidine-2-carboxamide